O.N1C=CC2=C1N=CC=C2O 1H-pyrrolo[2,3-b]pyridin-4-ol hydrate